N1=CC(=CC=C1)CCNC(=O)N1C=NC2=C1C=CC=C2 N-(2-(Pyridin-3-yl)ethyl)-1H-benzo[d]imidazole-1-carboxamide